(S)-N-(4-CARBAMIMIDOYLBENZYL)-1-((2R,4S)-1-METHYL-4-PHENYLPIPERIDINE-2-CARBONYL)AZETIDINE-2-CARBOXAMIDE DI-TRIFLUOROACETATE FC(C(=O)O)(F)F.FC(C(=O)O)(F)F.C(N)(=N)C1=CC=C(CNC(=O)[C@H]2N(CC2)C(=O)[C@@H]2N(CC[C@@H](C2)C2=CC=CC=C2)C)C=C1